NC1=CC=C(C(=O)O)C=C1 p-amino-benzoic acid